[Al].CN(C1=CC=C(C=C1)C=C=C1SC2=C(N1)C=CC=C2)C 2-(p-dimethylaminophenyl-vinylidene)benzothiazole aluminum